C1(CCCCCCC1)NC1=C(C(=C(C(=C1F)S(N)(=O)=O)F)F)S(=O)(=O)CCC(=O)NCCOCCOCCC(=O)N[C@@H](CS)C(=O)O (3-(2-(2-(3-((2-(cyclooctylamino)-3,5,6-trifluoro-4-sulfamoylphenyl)sulfonyl)propanamido)ethoxy)ethoxy)propanoyl)cysteine